(E)-octa-1,3-diene C=C\C=C\CCCC